methyl 2-(5-methoxy-4-methylpyrimidin-2-yl)-2-methylpropanoate COC=1C(=NC(=NC1)C(C(=O)OC)(C)C)C